Cl\C(\C1[C@H]2CN(C[C@@H]12)C(=O)OC(C)(C)C)=N/O tert-butyl (1R,5S,6r)-6-[(Z)-chloro(hydroxyimino)methyl]-3-azabicyclo[3.1.0]hexane-3-carboxylate